3-{1-[4-amino-3-(5-hydroxypyridin-3-yl)-1H-pyrazolo[3,4-d]pyrimidin-1-yl]ethyl}-4-{3-[(4-methylpiperazin-1-yl)methyl]phenyl}-1H-isochromen-1-one hydrochloride Cl.NC1=C2C(=NC=N1)N(N=C2C=2C=NC=C(C2)O)C(C)C=2OC(C1=CC=CC=C1C2C2=CC(=CC=C2)CN2CCN(CC2)C)=O